FC(C(=O)O)(F)F.CC(C(=O)OCC)(C)N1N=CC(=C1)C1=C2C(=NC=C1)NC=C2 ethyl 2-methyl-2-[4-(1H-pyrrolo[2,3-b]pyridin-4-yl)-1H-pyrazol-1-yl]propanoate trifluoroacetate salt